C(C)C1=CC=C(C=N1)C1=C(C(=O)O)C=C(C=C1)NC(=O)C1(CC1)C1=C(C=C(C=C1)OC(F)(F)F)F 2-(6-Ethylpyridin-3-yl)-5-[({1-[2-fluoro-4-(trifluoromethoxy)phenyl]cyclopropyl}carbonyl)amino]benzoic acid